C(C)C=1C(=CC=C2C=C(C=C(C12)C1=C(C=C2C(=NC(=NC2=C1F)OCC1(CC1)CN(C)C)N1CC2(CCO2)CCC1)F)OCOC)F 1-(1-(((7-(8-ethyl-7-fluoro-3-(methoxymethoxy)naphthalen-1-yl)-6,8-difluoro-4-(1-oxa-6-azaspiro[3.5]nonan-6-yl)quinazolin-2-yl)oxy)methyl)cyclopropyl)-N,N-dimethylmethanamine